3-fluoro-4-(1,3,4-oxadiazol-2-yl)aniline FC=1C=C(N)C=CC1C=1OC=NN1